C1(=CC=CC=C1)C=1C=NC(=NC1)C(C)=O 1-(5-phenylpyrimidin-2-yl)ethan-1-one